(R)-(3-(2,5-difluorophenoxy)pyrrolidin-1-yl)(3-(hydroxymethyl)bicyclo[1.1.1]pentan-1-yl)methanone FC1=C(O[C@H]2CN(CC2)C(=O)C23CC(C2)(C3)CO)C=C(C=C1)F